ClC1=CC=C(C=C1)C1=C(CCC(C1)(C)C)CN1C2CN(CC1CC2)CC=2C=C1CN(C(C1=CC2)=O)C2CNCCC2 3-(5-((8-((4'-chloro-5,5-dimethyl-3,4,5,6-tetrahydro-[1,1'-biphenyl]-2-yl)methyl)-3,8-diazabicyclo[3.2.1]octane-3-yl)methyl)-1-oxoisoindolin-2-yl)piperidine